COC1=C(C=CC=C1C(F)(F)F)[C@@H]1[C@@H](O[C@@]([C@@H]1C)(C(F)(F)F)C)C(=O)NC1=CC(=NC=C1)C(=O)N (2R,3R,4R,5S)-4-[[3-[2-Methoxy-3-(trifluoromethyl)phenyl]-4,5-dimethyl-5-(trifluoromethyl)tetrahydrofuran-2-carbonyl]amino]pyridin-2-carboxamid